S1C(=NC2=C1C=CC=C2)S(=O)(=O)CC2CC(N(CC2)C)=O 4-((benzo[d]thiazol-2-ylsulfonyl)methyl)-1-methylpiperidin-2-one